CC1=C(N=C(S1)NC(CC=1C=C(OCCOCCNC(OC(C)(C)C)=O)C=CC1)=O)C=1C=C2CCN(C2=CC1)S(=O)(=O)C1=C(C=CC=C1)[N+](=O)[O-] tert-butyl (2-(2-(3-(2-((5-methyl-4-(1-((2-nitrophenyl)sulfonyl)indolin-5-yl)thiazol-2-yl)amino)-2-oxoethyl)phenoxy)ethoxy)ethyl)carbamate